1-(3-benzyloxycyclobutyl)-6-chloro-3,4-dihydro-2H-quinoline C(C1=CC=CC=C1)OC1CC(C1)N1CCCC2=CC(=CC=C12)Cl